di(tetrabutylammonium) pyrophosphate [O-]P([O-])(=O)OP(=O)(O)O.C(CCC)[N+](CCCC)(CCCC)CCCC.C(CCC)[N+](CCCC)(CCCC)CCCC